C(CCCCCCCCCCC)C(C(=O)[O-])(CC(=O)[O-])S(=O)(=O)O.[Na+].C(CCCCCCCCC)C(C(=O)O)(CC(=O)O)S(=O)(=O)O.[Na+] sodium decylsulfosuccinate sodium laurylsulfosuccinate